tert-butyl 4-[(4-hydroxyquinazolin-2-yl)methyl]piperazine-1-carboxylate OC1=NC(=NC2=CC=CC=C12)CN1CCN(CC1)C(=O)OC(C)(C)C